C(C)OC(CC1CCC=2N(C3=C(C(=CC=C3C2C=2C=NN(C2)C2OCCCC2)Cl)Cl)C1)=O.C(C)(C)(C)C1=C(C(=O)C2=C(C=CC=C2)C(C2=C(C=CC=C2)C(C)(C)C)=O)C=CC=C1 bis(tert-butyl-benzoyl)benzene ethyl-2-[3,4-dichloro-10-(1-tetrahydropyran-2-ylpyrazol-4-yl)-6,7,8,9-tetrahydropyrido[1,2-a]indol-7-yl]acetate